methyl 2-(3-bromophenyl)-2-methyl-propionate BrC=1C=C(C=CC1)C(C(=O)OC)(C)C